(R/S)-3-(1-aminoethyl)-4-fluoro-5-methylaniline hydrochloride Cl.N[C@H](C)C=1C=C(N)C=C(C1F)C |r|